1-vinyl-1,5-dimethyl-4-hexenyl 2-methyl-propanoate CC(C(=O)OC(CCC=C(C)C)(C)C=C)C